N-(3-imino-3-(isopropylamino)propyl)-1-methyl-4-(1-methyl-4-nitro-1H-pyrrole-2-carboxamido)-1H-pyrrole-2-carboxamide N=C(CCNC(=O)C=1N(C=C(C1)NC(=O)C=1N(C=C(C1)[N+](=O)[O-])C)C)NC(C)C